2-[(2-{4-[2-(dimethylamino)ethoxy]pyridin-2-yl}-5,5-dimethyl-5H,6H,7H-cyclopenta[d]pyrimidin-4-yl)(methyl)amino]-N-(propan-2-yl)acetamide CN(CCOC1=CC(=NC=C1)C=1N=C(C2=C(N1)CCC2(C)C)N(CC(=O)NC(C)C)C)C